((S)-1'-(4,5-diaminopyridin-2-yl)-1,3-dihydrospiro[inden-2,4'-piperidin]-1-yl)-2-methylpropan-2-sulfinamide NC1=CC(=NC=C1N)N1CCC2(CC1)[C@@H](C1=CC=CC=C1C2)CC(C)(S(=O)N)C